C(CC)(=O)OC=1C(=NC=CC1OC)C(N[C@H](C(=O)NC(=C(C1=CC(=CC=C1)C)C1=CC(=CC=C1)C)C)C)=O (S)-2-((1-((1,1-bis(3-methylphenyl)prop-1-en-2-yl)amino)-1-oxopropan-2-yl)carbamoyl)-4-methoxypyridin-3-yl propionate